C(C)(C)C1=C(NC2=CC=C(C=C12)C1CCNCC1)C=1C=C2C(=NNC2=CC1)N 5-(3-isopropyl-5-(piperidin-4-yl)-1H-indol-2-yl)-1H-indazol-3-amine